2-(((tert-butyldiphenylsilyl)oxy)methyl)thiazole [Si](C1=CC=CC=C1)(C1=CC=CC=C1)(C(C)(C)C)OCC=1SC=CN1